7-chloro-4-(4-diethylamino-1-butylamino)quinoline ClC1=CC=C2C(=CC=NC2=C1)NCCCCN(CC)CC